C(=O)(O)CN1CC2=C(CC1)OC(=N2)C=2C(=C(C=CC2)C2=C(C(=CC=C2)C=2OC1=C(N2)C=C(C(=C1)OC(F)F)CN1[C@@H](CCC1)C(=O)O)C)C ((2-(3'-(5-(carboxymethyl)-4,5,6,7-tetrahydrooxazolo[4,5-c]pyridin-2-yl)-2,2'-dimethyl-[1,1'-biphenyl]-3-yl)-6-(difluoromethoxy)benzo[d]oxazol-5-yl)methyl)-L-proline